2-methoxy-5-nitropyridine COC1=NC=C(C=C1)[N+](=O)[O-]